FC(OCCC1=CSC=C1)F 3-(2-(difluoromethoxy)ethyl)thiophene